ClC=1C=C(C(=NC1)OC1=CC=C(C=C1)C=1C=C(C=NC1)CC(=O)O)F (5-{4-[(5-chloro-3-fluoropyridin-2-yl)oxy]phenyl}pyridin-3-yl)acetic acid